6-((2-(6,8-dioxa-2-azaspiro[3.5]nonan-7-yl)ethyl)(((1r,4r)-4-isopropylcyclohexyl)methyl)amino)nicotinonitrile C1NCC12COC(OC2)CCN(C2=NC=C(C#N)C=C2)CC2CCC(CC2)C(C)C